FC1=C(OC2=CC3=C(N=C(N=C3)NCCOC)N(C2=O)C)C=CC=C1 6-(2-fluorophenoxy)-2-[(2-methoxyethyl)amino]-8-methylpyrido[2,3-d]pyrimidin-7(8H)-one